[Si](C1=CC=CC=C1)(C1=CC=CC=C1)(C(C)(C)C)OC[C@H](C[C@H](C)O)C=C (2S,4R)-4-(((TERT-BUTYLDIPHENYLSILYL)OXY)METHYL)HEX-5-EN-2-OL